C(C)OC(CC(=O)NC1=CC=C(C=C1)F)=O 3-(4-Fluorophenylamino)-3-oxopropionic acid ethyl ester